(3S)-3-(2-pyridinyl)isoxazolidine-2-carboxylic acid tert-butyl ester C(C)(C)(C)OC(=O)N1OCC[C@H]1C1=NC=CC=C1